BrC=1C=C(C=C2C(N(C(NC12)=O)C1CCOCC1)=O)C(F)(F)F 8-Bromo-3-(tetrahydro-2H-pyran-4-yl)-6-(trifluoromethyl)quinazoline-2,4(1H,3H)-dione